8-[2-[2-(2-aminoethoxy)ethoxy]ethyl-[8-(4-hexyldecyloxy)-8-oxo-octyl]amino]caprylic acid 4-hexyldecyl ester C(CCCCC)C(CCCOC(CCCCCCCN(CCCCCCCC(=O)OCCCC(CCCCCC)CCCCCC)CCOCCOCCN)=O)CCCCCC